FC=1C=C2C(=CC=NC2=CC1)N1CCN(CC1)C(=O)[C@@H]1CN(CC1)S(=O)(=O)C=1N(C=CN1)CCO (S)-(4-(6-fluoroquinolin-4-yl)piperazin-1-yl)(1-((1-(2-hydroxyethyl)-1H-imidazol-2-yl)sulfonyl)pyrrolidin-3-yl)methanone